OC(CNC(OC(C)(C)C)=O)CNS(=O)(=O)C1=C(C=CC=C1)[N+](=O)[O-] tert-butyl (2-hydroxy-3-((2-nitrophenyl)sulfonamido)propyl)carbamate